ClC=1C=C(C=CC1O)NC(OCCCC)=O butyl (3-chloro-4-hydroxyphenyl)carbamate